3-bromo-5-(bromomethyl)pyridine BrC=1C=NC=C(C1)CBr